C(C)(C)NC(O[C@H]1C[C@H](CC1)C1=CC(=NN1)NC1=CC=C(C=2S(CCC21)(=O)=O)Cl)=O (1R,3S)-3-(3-((7-chloro-1,1-dioxido-2,3-dihydrobenzo[b]thiophen-4-yl)amino)-1H-pyrazol-5-yl)cyclopentyl isopropylcarbamate